2-([1,1'-biphenyl]-2-yl)-4-phenyl-6-(2-(2'-(pyridin-3-yl)spiro[cyclohexane-1,9'-fluoren]-6'-yl)phenyl)-1,3,5-triazine C1(=C(C=CC=C1)C1=NC(=NC(=N1)C1=CC=CC=C1)C1=C(C=CC=C1)C=1C=C2C=3C=CC(=CC3C3(C2=CC1)CCCCC3)C=3C=NC=CC3)C3=CC=CC=C3